COC1=CC2=C(C=N1)N=CN2 6-methoxy-1H-imidazo[4,5-c]pyridine